C(C)(C)C1=C(NC2=CC=C(C=C12)C(C(=O)NC1CCN(CC1)C1CNCC1)(C)C)C1=CC(=NC=C1)C 2-(3-isopropyl-2-(2-methylpyridin-4-yl)-1H-indol-5-yl)-2-methyl-N-(1-(pyrrolidin-3-yl)piperidin-4-yl)propionamide